FC=1C=C(C=C(C1)NCCO)NC(=O)NC1=C(C=CC(=C1)F)CCO 1-[3-fluoro-5-(2-hydroxyethylamino)phenyl]-3-[5-fluoro-2-(2-hydroxyethyl)phenyl]urea